C1(CC1)N1C(=NC2=NC=C(C=C21)C=2C=CN1N=C(N=C(C12)N1CCN(CC1)C)NC=1C=NN(C1)C)C 5-(1-cyclopropyl-2-methyl-1H-imidazo[4,5-b]pyridin-6-yl)-N-(1-methylpyrazol-4-yl)-4-(4-methylpiperazin-1-yl)pyrrolo[2,1-F][1,2,4]triazin-2-amine